FC1=CC=C(C=C1)N1CC2(CCN(C2)C2=C(C(N(C3=CC=CC=C23)C)=O)C#N)CC1 4-[7-(4-fluorophenyl)-2,7-diazaspiro[4.4]non-2-yl]-1-methyl-2-oxo-1,2-dihydroquinoline-3-carbonitrile